tert-butyl N-[(2S)-4-(4-{3-[(3-chloro-2-methoxyphenyl)amino]-4-oxo-1H,5H,6H,7H-pyrrolo[3,2-c]pyridin-2-yl}pyridin-3-yl)but-3-yn-2-yl]carbamate ClC=1C(=C(C=CC1)NC1=C(NC2=C1C(NCC2)=O)C2=C(C=NC=C2)C#C[C@H](C)NC(OC(C)(C)C)=O)OC